C(CCCCCCCCCCCCCCCCCCCCCCCCCCCCC)(=O)OCC(COC(CCCCCCCCCCCCCCCCCCCCCCCCCCCCC)=O)OC(CCCCCCCCCCCCCCCCCCCCCCCCCCCCC)=O 2,3-Di(triacontanoyloxy)propyl triacontanoate